8-methoxy-3-(3-(piperidin-1-yl)propoxy)-6H-benzo[c]benzopyran-6-one COC=1C=CC2=C(C(OC3=C2C=CC(=C3)OCCCN3CCCCC3)=O)C1